1,8-bis(4-(3-(trifluoromethyl)-3H-diazirin-3-yl)phenoxy)octane FC(C1(N=N1)C1=CC=C(OCCCCCCCCOC2=CC=C(C=C2)C2(N=N2)C(F)(F)F)C=C1)(F)F